N1CC(C1)CN1C2CN(CC1CC2)C=2C=C1C(N(C(C1=CC2)=O)C2C(NC(CC2)=O)=O)=O 5-(8-(azetidin-3-ylmethyl)-3,8-diazabicyclo[3.2.1]octan-3-yl)-2-(2,6-dioxopiperidin-3-yl)isoindoline-1,3-dione